COC1=C(C=NC=C1)N(C1CCN(CC1)C(=O)C1=CC=NC=C1)C1=CC=C(C=C1)C(F)(F)F (4-((4-Methoxypyridin-3-yl)(4-(trifluoromethyl)phenyl)amino)piperidin-1-yl)(pyridin-4-yl)methanone